N-(1-cyclobutyl-4-fluoro-6-methoxy-1H-indol-2-yl)-3-cyclopentylpropionamide C1(CCC1)N1C(=CC2=C(C=C(C=C12)OC)F)NC(CCC1CCCC1)=O